tert-butyl ((3,7-dimethyl-2,6-dioxo-2,3,6,7-tetrahydro-1H-purin-8-yl)(oxetan-3-yl)methyl)carbamate CN1C(NC(C=2N(C(=NC12)C(C1COC1)NC(OC(C)(C)C)=O)C)=O)=O